COC1=NC(=NC=C1)NCC1=CC=CC=C1 methoxybenzylAminopyrimidine